2-chloro-5-methoxy-1H-1,3-benzodiazole ClC1=NC2=C(N1)C=CC(=C2)OC